BrC=1C=C2CN(C(C2=C(C1)F)=O)C 5-Bromo-7-fluoro-2-methylisoindolin-1-one